N[C@@H]1[C@@H](OCC12CCN(CC2)N2N=C(C1=C2N=CN(C1=O)C)C1=C(C(=CC=C1)C#C)Cl)C ((3S,4S)-4-amino-3-methyl-2-oxa-8-azaspiro[4.5]decan-8-yl)-3-(2-chloro-3-ethynylphenyl)-5-methyl-1,5-dihydro-4H-pyrazolo[3,4-d]pyrimidin-4-one